chloro-N-(3-(6-(cyclopropylsulfonyl)-2,6-diazaspiro[3.3]hept-2-yl)phenyl)-N-methyl-[1,2,4]triazolo[4,3-a]quinazolin-5-amine ClC1=NN=C2N1C1=CC=CC=C1C(=N2)N(C)C2=CC(=CC=C2)N2CC1(C2)CN(C1)S(=O)(=O)C1CC1